1,2,3,4,5-pentadeutero-6-deutero-oxy-benzene [2H]C1=C(C(=C(C(=C1O[2H])[2H])[2H])[2H])[2H]